O=C1OC2=C(S1)C=C(C=C2)OS(=O)(=O)C(F)(F)F trifluoromethanesulfonic acid 2-oxobenzo[d][1,3]oxathiolan-5-yl ester